C(C)(C)(C)OOC=1C(=C(C(C(=O)[O-])=CC1)C(=O)[O-])OOC(C)(C)C bis(tert-butyl peroxy)phthalate